CC1=C(C(=NC=C1)C1=NC=CC=C1)C dimethyl-[2,2'-bipyridine]